2-bromo-8-chloro-7-(1-(1-ethoxyethyl)-1H-pyrazol-4-yl)-[1,2,4]triazolo[1,5-c]pyrimidine BrC1=NN2C=NC(=C(C2=N1)Cl)C=1C=NN(C1)C(C)OCC